C(CCC(C(=O)[O-])(CCCCCCC=CCC=CCCCCC)CC)C(C(=O)OOCCCC(CCCCCCCCCCCC)OC(=O)OCCCN(CC)CC)(CCCCCCC=CCC=CCCCCC)CC (4-(((3-(diethylamino) propoxy) carbonyl) oxy) hexadecyloxy) propane-1,3-diylbis(ethyl octadeca-9,12-dienoate)